C(C)(C)(C)OC(=O)N1C2=C(OCC1)C=CC(=C2)C(C(=O)O)CO 2-(4-(t-butoxycarbonyl)-3,4-dihydro-2H-benzo[b][1,4]oxazin-6-yl)-3-hydroxypropionic acid